5-amino-2,4-difluoro-benzoic acid NC=1C(=CC(=C(C(=O)O)C1)F)F